N-(2,2-dimethylpropyl)-N-methyl-2-[(3R)-3-methylmorpholin-4-yl]-8-(1H-pyrazol-5-yl)-1,7-naphthyridin-4-amine CC(CN(C1=CC(=NC2=C(N=CC=C12)C1=CC=NN1)N1[C@@H](COCC1)C)C)(C)C